2-Chloro-1-ethynyl-4-(trifluoromethyl)benzene ClC1=C(C=CC(=C1)C(F)(F)F)C#C